(S)-(3-(4-(5-cyclohexyl-1,2,4-oxadiazol-3-yl)phenoxy)pyrrolidin-1-yl)(1-methyl-1H-indazol-3-yl)methanone C1(CCCCC1)C1=NC(=NO1)C1=CC=C(O[C@@H]2CN(CC2)C(=O)C2=NN(C3=CC=CC=C23)C)C=C1